arsenic copper-bismuth [Bi].[Cu].[As]